Benzyl 1-(benzyloxycarbonyl-sulfamoyl)-3-[pyrrolidin-2-yl]pyrrole-2-carboxylate hydrochloride Cl.C(C1=CC=CC=C1)OC(=O)NS(=O)(=O)N1C(=C(C=C1)C1NCCC1)C(=O)OCC1=CC=CC=C1